4-diethylamino-2-n-hexyloxyphenyl-4-azaphthalide C(C)N(C1=CC(=C(C=C1)C1OC(=O)C2=CC=CN=C12)OCCCCCC)CC